3-propylthieno[3',2':4,5]benzo[1,2-d]isoxazole-4,8-dione C(CC)C1=NOC2=C1C(C1=C(C2=O)C=CS1)=O